BrC1=CC=C(C=C1)N1C[C@H](CC1)CN(C1CCN(CC1)C(=O)OC(C)(C)C)C (R)-tert-butyl 4-(((1-(4-bromophenyl)pyrrolidin-3-yl)methyl)(methyl)amino)piperidine-1-carboxylate